FC(CC[C@H]1N(S(C2=C(N(C1)C1=CC=CC=C1)C=C(C(=C2)O)C(F)(F)F)(=O)=O)C)(C)F (R)-3-(3,3-difluorobutyl)-8-hydroxy-2-methyl-5-phenyl-7-(trifluoromethyl)-2,3,4,5-tetrahydrobenzo[f][1,2,5]thiadiazepine 1,1-dioxide